1'-(8-((2-amino-3-chloropyridin-4-yl)thio)imidazo[1,2-c]pyrimidin-5-yl)-5,7-dihydrospiro[cyclopenta[b]pyrazin-6,4'-piperidin]-5-amine NC1=NC=CC(=C1Cl)SC=1C=2N(C(=NC1)N1CCC3(CC1)C(C=1C(=NC=CN1)C3)N)C=CN2